BrC1=C(C(=C(C(=O)NC(C)(C)C)C=C1)CCO)F 4-bromo-N-tert-butyl-3-fluoro-2-(2-hydroxyethyl)benzamide